C[C@@]1(C([C@H](CO1)O)(O)O)O The molecule is a tetrahydroxytetrahydrofuran in which the hydroxy groups are located at positions 2, 3, 4, and 4 and which is substituted by a methyl group at position 2 (the 2R,4S diastereoisomer). It has a role as an autoinducer. It is a tetrahydroxytetrahydrofuran, a ketone hydrate, a tetrol and a cyclic ketal.